ClC1=CC=C(C=C1)N(C(=O)C=1SC(=CN1)C1=CC=C(C=C1)Cl)C N,5-bis(4-chlorophenyl)-N-methylthiazole-2-carboxamide